(1S,3S)-Ethyl 3-((2-methyl-6-(3-methyl-4-(((tetrahydro-2H-pyran-2-yl)oxy) methyl)isoxazol-5-yl) pyridin-3-yl)oxy)cyclohexanecarboxylate CC1=NC(=CC=C1O[C@@H]1C[C@H](CCC1)C(=O)OCC)C1=C(C(=NO1)C)COC1OCCCC1